CN1C(NC2=C1C(=CC=C2)N2CCC(CC2)CCN2CCN(CC2)C(=O)OCC2=CC=CC=C2)=O 1-Benzyl 4-[2-[1-(3-methyl-2-oxo-1H-benzimidazol-4-yl)-4-piperidyl]ethyl]piperazine-1-carboxylate